7-Bromo-6-fluorobenzo[d]Azol-2(3H)-one BrC1=C(C=CC=2CC(NC21)=O)F